Cl.FC(C=1C=C(C=C(C1)C(F)(F)F)NN)(F)F 3,5-bistrifluoromethylphenyl-hydrazine hydrochloride